(S)-8-chloro-6-(((1-(1-cyanocyclopropyl)-1H-1,2,3-triazol-4-yl)(isoquinolin-5-yl)methyl)amino)-4-(neopentylamino)quinoline-3-carbonitrile ClC=1C=C(C=C2C(=C(C=NC12)C#N)NCC(C)(C)C)N[C@@H](C1=C2C=CN=CC2=CC=C1)C=1N=NN(C1)C1(CC1)C#N